tert-butyl N-[3,3-difluoro-5-(hydroxymethyl)cyclohexyl]carbamate FC1(CC(CC(C1)CO)NC(OC(C)(C)C)=O)F